C(C)OC(C(C)(C)C1CC(C1)O)=O 2-(3-Hydroxycyclobutyl)-2-methyl-propionic acid ethyl ester